FC=1C=2N(C=C(C1)NC(=O)C=1C=CC(=C3C=CN=NC13)C1CCNCC1)C=C(N2)C N-[8-fluoro-2-methylimidazo[1,2-a]pyridin-6-yl]-5-(piperidin-4-yl)cinnoline-8-carboxamide